(S)-6-(1-amino-1,3-dihydrospiro[indene-2,4'-piperidin]-1'-yl)-3-(1-(thiophen-2-yl)cyclopropyl)-1,5-dihydro-4H-pyrazolo[3,4-d]pyrimidin-4-one N[C@@H]1C2=CC=CC=C2CC12CCN(CC2)C=2NC(C1=C(N2)NN=C1C1(CC1)C=1SC=CC1)=O